Methyl 2-(methyl-d3)-6-(1-methyl-4-(methyl-d3)-1H-1,2,3-triazol-5-yl)-2,4-dihydropyrazolo[3',4':4,5]pyrrolo[3,2-b]pyridine-3-carboxylate C(N1N=C2C(NC=3C2=NC=C(C3)C3=C(N=NN3C)C([2H])([2H])[2H])=C1C(=O)OC)([2H])([2H])[2H]